harmaline-d3 tert-butyl-(2R,3S,4S)-4-[(tert-butyldimethylsilyl)oxy]-3-hydroxy-2-[(4-nitrophenyl)methyl]pyrrolidine-1-carboxylate C(C)(C)(C)OC(=O)N1[C@@H]([C@@H]([C@H](C1)O[Si](C)(C)C(C)(C)C)O)CC1=CC=C(C=C1)[N+](=O)[O-].C1(C([2H])([2H])[2H])=NCCC=2C3=CC=C(OC)C=C3NC12